methyl 2-[4-methyl-2-(trifluoromethyl) phenyl]-5-[1-(benzenesulfonyl)-1H-pyrrolo[2,3-b]pyridin-4-yl]-1-{[2-(trimethylsilyl) ethoxy] methyl}-1H-pyrrole-3-carboxylate CC1=CC(=C(C=C1)C=1N(C(=CC1C(=O)OC)C1=C2C(=NC=C1)N(C=C2)S(=O)(=O)C2=CC=CC=C2)COCC[Si](C)(C)C)C(F)(F)F